5-Bromo-1-(4-methoxybenzyl)-2-oxo-2,3-dihydro-1H-benzo[b]azepine-4-Formaldehyde BrC=1C2=C(N(C(CC1C=O)=O)CC1=CC=C(C=C1)OC)C=CC=C2